(2R)-2-(Benzyloxycarbonylamino)-3-tert-butoxy-propionic acid methyl ester COC([C@@H](COC(C)(C)C)NC(=O)OCC1=CC=CC=C1)=O